4-(1-isopropyl-2-methyl-1H-benzo[d]Imidazol-6-yl)pyrimidine-5-carboxylic acid isopropyl ester C(C)(C)OC(=O)C=1C(=NC=NC1)C=1C=CC2=C(N(C(=N2)C)C(C)C)C1